C(C)(C)(C)OC(=O)N[C@H](C(=O)N[C@H](C(=O)OCC)C(C)C)CCC1=NC2=C(N1C)C=CC(=C2)[N+](=O)[O-] Ethyl (2S)-2-[[(2S)-2-(tert-butoxycarbonylamino)-4-(1-methyl-5-nitro-benzimidazol-2-yl)butanoyl]amino]-3-methyl-butanoate